C(C=C)(=O)OCCCCCO pentylene glycol acrylate